3,6-Bis(2,5,8,11,14,17,20,23,26,29,32,35-dodecaoxaheptatriacontan-37-ylamino)-N2,N5-di(2,5,8,11,14,17,20,23,26,29,32,35-dodecaoxaheptatriacontan-37-yl)pyrazine-2,5-dicarboxamide COCCOCCOCCOCCOCCOCCOCCOCCOCCOCCOCCOCCNC=1C(=NC(=C(N1)C(=O)NCCOCCOCCOCCOCCOCCOCCOCCOCCOCCOCCOCCOC)NCCOCCOCCOCCOCCOCCOCCOCCOCCOCCOCCOCCOC)C(=O)NCCOCCOCCOCCOCCOCCOCCOCCOCCOCCOCCOCCOC